N-(3,3-difluorocyclobutyl)-8-fluoro-5,6-dihydrobenzo[f]imidazo[1,5-d][1,4]oxazepine-10-carboxamide FC1(CC(C1)NC(=O)C=1C=C(C2=C(C=3N(CCO2)C=NC3)C1)F)F